Benzyl (2R)-3-[4-(3,3-difluoropyrrolidin-1-yl)phenyl]-2-hydroxypropanoate FC1(CN(CC1)C1=CC=C(C=C1)C[C@H](C(=O)OCC1=CC=CC=C1)O)F